(±)-exo-N-(3-(4-(3-(aminomethyl)phenyl)piperidine-1-carbonyl)phenyl)bicyclo[2.2.2]oct-5-ene-2-carboxamide NCC=1C=C(C=CC1)C1CCN(CC1)C(=O)C=1C=C(C=CC1)NC(=O)C1C2C=CC(C1)CC2